2-amino-3-O-[(R)-1-carboxyethyl]-2-Deoxy-β-D-glucopyranose N[C@H]1[C@H](O)O[C@@H]([C@H]([C@@H]1O[C@H](C)C(=O)O)O)CO